1-[2-(difluoromethoxy)-6-fluoro-4-(trifluoromethyl)phenyl]-N-[(3R)-1-methylpiperidin-3-yl]pyrrolo[1,2-d][1,2,4]triazin-4-amine FC(OC1=C(C(=CC(=C1)C(F)(F)F)F)C=1C=2N(C(=NN1)N[C@H]1CN(CCC1)C)C=CC2)F